2-chloro-N-(4-(difluoromethyl)-6-methoxy-5-(2H-1,2,3-triazol-2-yl)pyridin-2-yl)-8,8-dimethyl-7,8-dihydro-6H-cyclopenta[e]pyrazolo[1,5-a]pyrimidine-6-carboxamide ClC1=NN2C(N=CC3=C2C(CC3C(=O)NC3=NC(=C(C(=C3)C(F)F)N3N=CC=N3)OC)(C)C)=C1